CC=1C=C(C=CC1C)C=1NC(C=2N(C1)N=C(C2)C(=O)N[C@H](CCO)C2=CC=CC=C2)=O 6-(3,4-Dimethylphenyl)-N-[(1R)-3-hydroxy-1-phenylpropyl]-4-oxo-4,5-dihydropyrazolo[1,5-a]-pyrazine-2-carboxamide